N-(4'-((3-(methylsulfonyl)phenyl)amino)-[2,3'-bipyridine]-6'-yl)acetamide CS(=O)(=O)C=1C=C(C=CC1)NC1=C(C=NC(=C1)NC(C)=O)C1=NC=CC=C1